N1C(=O)N=C(N)C=C1 anti-cytosin